FC1=CC=C(C=C1)C1C(C1C1=CC=C(C=C1)F)C1=NC(=NO1)[C@H](C)N (1S)-1-(5-(2,3-bis(4-fluorophenyl)cyclopropyl)-1,2,4-oxadiazol-3-yl)ethan-1-amine